3,4-di-n-nonylphenol C(CCCCCCCC)C=1C=C(C=CC1CCCCCCCCC)O